The molecule is an organic heteroheptacyclic compound isolated from the bark of Indonesian Garcinia gaudichaudii and exhibits cytotoxic activity. It has a role as a metabolite and an antineoplastic agent. It is a bridged compound, a cyclic ether, a cyclic ketone, an organic heteroheptacyclic compound and an oxo monocarboxylic acid. CCOC1[C@H]2C[C@H]3[C@@]4(C1C(=O)C5=C(O4)C(=C6C(=C5O)C7=C(C=CC(=C7)C)C(O6)(C)C)C(C)(C)C=C)[C@@](C2=O)(OC3(C)C)C/C=C(\\C)/C(=O)O